C(C)(C)(C)OC(=O)NCC(C)(C)C1=CN(C2=CC=C(C=C12)OC1=C(C=C(C=C1Cl)[N+](=O)[O-])Cl)C(=O)OC(C)(C)C Tert-butyl 3-(1-((tert-butoxycarbonyl)amino)-2-methylpropan-2-yl)-5-(2,6-dichloro-4-nitrophenoxy)-1H-indole-1-carboxylate